C(=O)O.COC1=C(C=CC=C1C1=NN(C=N1)C)C1=C2C=C(N=CC2=C(N=C1)NC)NC(=O)C1CC1 N-(5-(2-methoxy-3-(1-methyl-1H-1,2,4-triazol-3-yl)phenyl)-8-(methylamino)-2,7-naphthyridin-3-yl)cyclopropanecarboxamide formate